(1S,3S)-3-((2-cyclopropyl-6-(1-methyl-5-(((((R)-1-phenylethoxy)carbonyl)amino)methyl)-1H-1,2,3-triazol-4-yl)pyridin-3-yl)oxy)cyclohexane-1-carboxylic acid methyl ester COC(=O)[C@@H]1C[C@H](CCC1)OC=1C(=NC(=CC1)C=1N=NN(C1CNC(=O)O[C@H](C)C1=CC=CC=C1)C)C1CC1